(R)-{5-[1-Cyclobutyl-5-(tetrahydro-pyran-4-yl)-1H-[1,2,4]triazol-3-yl]-pyridin-3-yl}-(1,3-dimethyl-azetidin-3-yl)-(4-isopropyl-phenyl)-methanol C1(CCC1)N1N=C(N=C1C1CCOCC1)C=1C=C(C=NC1)[C@@](O)(C1=CC=C(C=C1)C(C)C)C1(CN(C1)C)C